2-((5-Fluoropyridin-3-yl)amino)-4-oxo-3-phenyl-3,4-dihydroquinazoline-6-carbonitrile FC=1C=C(C=NC1)NC1=NC2=CC=C(C=C2C(N1C1=CC=CC=C1)=O)C#N